2-(((6S,9R,11R)-6-((S)-sec-butyl)-9-isopropyl-2,3,3,8-tetramethyl-4,7,13-trioxa-12-oxa-2,5,8-triazatetradecan-11-yl)thiazol-4-carboxamido)-2-methylpentanoic acid hydrochloride Cl.[C@H](C)(CC)[C@@H](NOC(N(C)C)(C)C)ON([C@H](C[C@@H](OOC)C=1SC=C(N1)C(=O)NC(C(=O)O)(CCC)C)C(C)C)C